(S)-2-amino-N-(1-cyclopropyl-4-(hydroxymethyl)piperidin-4-yl)-3-(3-fluoro-4-((3-methyl-1H-pyrrolo[2,3-b]pyridin-4-yl)oxy)phenyl)propanamide N[C@H](C(=O)NC1(CCN(CC1)C1CC1)CO)CC1=CC(=C(C=C1)OC1=C2C(=NC=C1)NC=C2C)F